C(C1=CC=CC=C1)OC1=CC(=C(C(=O)N2CCC(=CC2CO[Si](C)(C)C(C)(C)C)C2=CC=C(C=C2)S(=O)(=O)NC)C=C1OC)[N+](=O)[O-] 4-(1-(4-(Benzyloxy)-5-methoxy-2-nitrobenzoyl)-6-(((tert-butyldimethylsilyl)oxy)methyl)-1,2,3,6-tetrahydropyridin-4-yl)-N-methylbenzenesulfonamide